C(C)(=O)C1=NN(C2=CC=C(C=C12)C=1[C@@H]2CN([C@H](C1)CC2)C2=CC=C(C=C2)OC)CC(=O)O (3-acetyl-5-((1S,4R)-2-(4-methoxyphenyl)-2-azabicyclo[2.2.2]oct-5-en-5-yl)-1H-indazol-1-yl)acetic acid